ClC=1C=C(C=CC1)[C@H](C(=O)N1CC2=C(N=C(NC2=O)C2(CC2)C=2SC=C(C2)C2=CC=CC=C2)CC1)O (R)-6-(2-(3-chlorophenyl)-2-hydroxyacetyl)-2-(1-(4-phenylthiophen-2-yl)cyclopropyl)-5,6,7,8-tetrahydropyrido[4,3-d]pyrimidin-4(3H)-one